N[C@@H]1C2=CC(=CC=C2CC12CCN(CC2)C2=NC(=C(N=C2Br)C2=CC=C1C=CNC1=C2)C)NC(=O)C2CC2 (S)-N-(1-amino-1'-(3-bromo-5-(1H-indol-6-yl)-6-methylpyrazin-2-yl)-1,3-dihydrospiro[indene-2,4'-piperidin]-6-yl)cyclopropanecarboxamide